1-(3-acetyl-1-bicyclo[1.1.1]pentanyl)ethanone C(C)(=O)C12CC(C1)(C2)C(C)=O